(tert-butyl)-2-butyl-7-(1-methyl-1,2,3,6-tetrahydropyridin-4-yl)-1-((1-methylpiperidin-4-yl)methyl)-1H-imidazo[4,5-d]thieno[3,2-b]pyridine-4-amine C(C)(C)(C)C1=C(SC=2C1=NC(=C1C2N(C(=N1)CCCC)CC1CCN(CC1)C)N)C=1CCN(CC1)C